C(C)(C)(C)[S@](=O)N[C@@H](CC(CO)(C)C)[C@]1(CN(CC1)C(=O)OCC1=CC=CC=C1)C benzyl (3R)-3-[(1S)-1-[[(S)-tert-butylsulfinyl]amino]-4-hydroxy-3,3-dimethyl-butyl]-3-methyl-pyrrolidine-1-carboxylate